C1(CC1)C1N(CCN(C1)C1=C2N=CC=NC2=C(C=C1)C(NC=1C=C(C=2N(C1)C=C(N2)C)F)=O)C(=O)OC(C)(C)C tert-butyl 2-cyclopropyl-4-[8-({8-fluoro-2-methylimidazo[1,2-a]pyridin-6-yl}carbamoyl)quinoxalin-5-yl]piperazine-1-carboxylate